dimethyl disuccinate C(CCC(=O)[O-])(=O)OC.C(CCC(=O)[O-])(=O)OC